2-((4-carbomethoxyphenyl)ethynyl)aniline C(=O)(OC)C1=CC=C(C=C1)C#CC1=C(N)C=CC=C1